1-(1-(5-bromo-2,3-dihydro-1H-inden-1-yl)piperidin-4-yl)ethan-1-one BrC=1C=C2CCC(C2=CC1)N1CCC(CC1)C(C)=O